C(C)(C)C1=CC=C(C=C1)C1=CC(=NC=C1)CC1OC2(OCC1)CCNCC2 ((4-(4-isopropylphenyl)pyridin-2-yl)methyl)-1,5-dioxa-9-azaspiro[5.5]undecane